biguanide zinc [Zn].NC(=N)NC(=N)N